4-(1H-pyrazol-4-yl)-1,3-benzothiazole hydrochloride Cl.N1N=CC(=C1)C1=CC=CC2=C1N=CS2